(6-chloro-1H-indol-3-yl)-1-[[4-(trifluoromethyl)phenyl]methyl]pyrazole-4-carboxamide ClC1=CC=C2C(=CNC2=C1)C1=NN(C=C1C(=O)N)CC1=CC=C(C=C1)C(F)(F)F